[2H]C=1C(=C(C(=C(C1)[C@@H]1[C@H](O[C@@]([C@H]1C)(C(F)(F)F)C)C(=O)NC1=CC(=NC=C1)C(=O)N)OC)F)F 4-[[(2S,3R,4S,5S)-3-(5-Deuterio-3,4-difluoro-2-methoxyphenyl)-4,5-dimethyl-5-(trifluoromethyl)tetrahydrofuran-2-carbonyl]amino]pyridin-2-carboxamid